2-Hydroxysulfolane OC1S(=O)(=O)CCC1